OCCOC1=CC(=NC=C1)C=1N=C(C2=C(N1)CCC2)N(CC(=O)NC=2C=NC(=NC2)C)C 2-({2-[4-(2-hydroxyethoxy)pyridin-2-yl]-5H,6H,7H-cyclopenta[d]pyrimidin-4-yl}(methyl)amino)-N-(2-methylpyrimidin-5-yl)acetamide